ClC=1C=CC=2N(N1)C(=CN2)C2=C(C#N)C(=CC(=C2)F)OC 2-{6-chloroimidazo[1,2-b]pyridazin-3-yl}-4-fluoro-6-methoxybenzonitrile